2-methoxy-N-methyl-5-[2-[4-(trifluoromethyl)phenyl]sulfanyl-3-pyridyl]benzenesulfonamide COC1=C(C=C(C=C1)C=1C(=NC=CC1)SC1=CC=C(C=C1)C(F)(F)F)S(=O)(=O)NC